5-bromo-6-(3-methylbut-1-yn-1-yl)-1H-indazole BrC=1C=C2C=NNC2=CC1C#CC(C)C